C(\C=C(/C)\CCC=C(C)C)OC(C=CC1=CC=CC=C1)=O cinnamic acid geranyl ester